O=S1(CCN(CC1)CCOC1=CC=C(C=N1)C1=C2CC[C@H](C2=C(C=C1)F)OC1=CC=C(C=C1)[C@H](CC(=O)O)C#CC)=O (S)-3-(4-(((R)-4-(6-(2-(1,1-dioxidothiomorpholino)ethoxy)pyridin-3-yl)-7-fluoro-2,3-dihydro-1H-inden-1-yl)oxy)phenyl)hex-4-ynoic acid